2-ethoxycarbonyl-6-ethoxycarbonylmethylcyclohexanone C(C)OC(=O)C1C(C(CCC1)CC(=O)OCC)=O